methyl 2-methyl-6-(((trifluoromethyl)sulfonyl)oxy)indolizine-3-carboxylate CC=1C=C2C=CC(=CN2C1C(=O)OC)OS(=O)(=O)C(F)(F)F